O=S1(CC2=C(C(C3=C1C=CC=C3)N3CCN(CC3)C(=O)C=3C=NC=C(C3)C)C=CC=C2)=O [4-(5,5-dioxo-6,11-dihydrobenzo[c][1]benzothiepin-11-yl)piperazin-1-yl]-(5-methyl-3-pyridyl)methanone